O=C1NC(CCC1N1C(C2=CC=C(C=C2C1=O)NCCO)=O)=O 2-(2,6-dioxopiperidin-3-yl)-5-((2-hydroxyethyl)amino)isoindoline-1,3-dione